Ethyl 4-((4-(hydroxymethyl)-1H-1,2,3-triazol-1-yl)methyl)benzoate OCC=1N=NN(C1)CC1=CC=C(C(=O)OCC)C=C1